4-(Perfluoropropyl)aniline FC(C(C(F)(F)F)(F)F)(C1=CC=C(N)C=C1)F